3-methyl-2-{3-[(3S)-3-(propan-2-yl)piperazin-1-yl]-1,2,4-triazin-6-yl}-5-(1H-pyrazol-4-yl)phenol formate C(=O)OC1=C(C(=CC(=C1)C=1C=NNC1)C)C1=CN=C(N=N1)N1C[C@@H](NCC1)C(C)C